COC(CNC1=C(C2=CC(=CC=C2C=C1OCC1=CC=CC=C1)Br)F)=O [3-(benzyloxy)-7-bromo-1-fluoronaphthalen-2-yl]glycine methyl ester